2-(((3r,5r,7r)-adamantan-1-yl)methyl)-5-fluoro-N-hydroxy-1,2,3,4-tetrahydroisoquinoline-7-carboxamide C12(CC3CC(CC(C1)C3)C2)CN2CC3=CC(=CC(=C3CC2)F)C(=O)NO